BrC=1C(=NC=CC1N1CCN(CC1)CC=1C=C2C(N(C(C2=CC1)=O)C1C(NC(CC1)=O)=O)=O)Cl 5-((4-(3-bromo-2-chloropyridin-4-yl)piperazin-1-yl)methyl)-2-(2,6-dioxopiperidin-3-yl)isoindoline-1,3-dione